2-(4-cyclopropylsulfonylphenyl)-1-methyl-6-(4-piperidyl)pyrrolo[3,2-b]pyridine C1(CC1)S(=O)(=O)C1=CC=C(C=C1)C1=CC2=NC=C(C=C2N1C)C1CCNCC1